3,3-Bis(1-N-butyl-2-methylindol-3-yl)phthalide C(CCC)N1C(=C(C2=CC=CC=C12)C1(OC(=O)C2=CC=CC=C12)C1=C(N(C2=CC=CC=C12)CCCC)C)C